Methyl (2S)-1-[[6-(dimethylamino)-1-naphthyl]sulfonyl]aziridine-2-carboxylate CN(C=1C=C2C=CC=C(C2=CC1)S(=O)(=O)N1[C@@H](C1)C(=O)OC)C